2,4,6-triphenylbenzene C1(=CC=CC=C1)C1=CC(=CC(=C1)C1=CC=CC=C1)C1=CC=CC=C1